C(C)(=O)N[C@@H]1[C@H](C=C(C(=O)OC)O[C@H]1[C@H](OC(C)=O)[C@H](OC(C)=O)COC(C)=O)N=[N+]=[N-] Methyl 5-acetamido-7,8,9-tri-O-acetyl-4-azido-2,6-anhydro-3,4,5-trideoxy-D-glycero-D-galacto-non-2-enonate